2-(6-{methyl-[(1s,4s)-4-(methylamino)cyclohexyl]amino}[1,3]thiazolo[4,5-c]pyridazin-3-yl)-5-(1H-pyrazol-4-yl)phenol CN(C=1SC2=C(N=NC(=C2)C2=C(C=C(C=C2)C=2C=NNC2)O)N1)C1CCC(CC1)NC